2,2-di-isopropyl-1,3-dimethoxypropane C(C)(C)C(COC)(COC)C(C)C